2,3-bis(3,4-dicarboxyphenyl)propane 2-morpholinoethyl-(E)-6-(1,3-dihydro-4-hydroxy-6-methoxy-7-methyl-3-oxo-5-isobenzofuranyl)-4-methyl-4-hexenoate O1CCN(CC1)CCOC(CC\C(=C\CC=1C(=C2C(OCC2=C(C1OC)C)=O)O)\C)=O.C(=O)(O)C=1C=C(C=CC1C(=O)O)C(C)CC1=CC(=C(C=C1)C(=O)O)C(=O)O